CC1=CC(NC(N1)=S=O)=O 6-methyl-2-sulfinyl-1,2,3,4-tetrahydropyrimidin-4-one